3-methyl-2-oxo-6-[3-(trifluoromethyl)phenyl]imidazo[4,5-b]pyridin CN1C(NC=2C1=NC=C(C2)C2=CC(=CC=C2)C(F)(F)F)=O